2-((1H-benzo[d][1,2,3]triazol-5-yl)methyl)-3-((4-chloro-1-methyl-1H-pyrazol-5-yl)methyl)-5-cyclopropylisoindolin-1-one N1N=NC2=C1C=CC(=C2)CN2C(C1=CC=C(C=C1C2CC2=C(C=NN2C)Cl)C2CC2)=O